NCCC=1C=CC(=NC1)C1=C(C=C(C#N)C=C1)OC1=CN=NC(=C1)Cl 4-[5-(2-aminoethyl)pyridin-2-yl]-3-(6-chloropyridazin-4-yl)oxybenzonitrile